methyl 5-(5-{[(3S)-1-(tert-butoxycarbonyl)pyrrolidin-3-yl]oxy}-3-fluoropyridin-2-yl)-1-methylpyrrole-3-carboxylate C(C)(C)(C)OC(=O)N1C[C@H](CC1)OC=1C=C(C(=NC1)C1=CC(=CN1C)C(=O)OC)F